(3-(4-Fluorophenyl)prop-2-yn-1-yl)-4-(4-methylpiperazin-1-yl)-1H-benzo[d]imidazole-1-carboxamide FC1=CC=C(C=C1)C#CCC1=NC2=C(N1C(=O)N)C=CC=C2N2CCN(CC2)C